[Co+2].[N-](S(=O)(=O)C(F)(F)F)S(=O)(=O)C(F)(F)F.[Co+2].[N-](S(=O)(=O)C(F)(F)F)S(=O)(=O)C(F)(F)F.[N-](S(=O)(=O)C(F)(F)F)S(=O)(=O)C(F)(F)F.[N-](S(=O)(=O)C(F)(F)F)S(=O)(=O)C(F)(F)F cobalt bis(trifluoromethylsulfonyl)imide salt cobalt